C1(=CC=CC=C1)C=1C=NC2=CC=C(C=C2C1)CC=1N=C2C(=NC1C1=CC=CC=C1)NN=N2 3-phenyl-6-(6-phenyl-[1,2,3]triazolo[4,5-b]pyrazinylmethyl)quinoline